tert-butyl 4-(4-chloro-3-methoxy-2-pyridyl)piperazine-1-carboxylate ClC1=C(C(=NC=C1)N1CCN(CC1)C(=O)OC(C)(C)C)OC